1-(6-phenyl-2,5-dioxa-8-azaspiro[3.4]oct-8-yl)prop-2-en-1-one methyl-2-amino-4-(4,4-difluorocyclohexyl)-3-iodo-5-(trifluoromethyl)benzoate COC(C1=C(C(=C(C(=C1)C(F)(F)F)C1CCC(CC1)(F)F)I)N)=O.C1(=CC=CC=C1)C1OC2(COC2)N(C1)C(C=C)=O